C[Si](N=C=O)(N=C=O)N=C=O methylsilanetriyl isocyanate